1,5-dimercaptopentanol SC(CCCCS)O